2-(6-bromo-5-fluoropyridin-2-yl)heptanoic acid BrC1=C(C=CC(=N1)C(C(=O)O)CCCCC)F